C(C1=CC=CC=C1)OC(CC(C)C=1C=NC=NC1N1CCN(CC1)C(=O)OC(C)(C)C)=O 5-(4-(benzyloxy)-4-oxobutan-2-yl)-6-(4-(tert-butoxycarbonyl)piperazin-1-yl)pyrimidine